F[C@H](CNC(OC(C)(C)C)=O)COC(NC)=O tert-butyl (R)-(2-fluoro-3-((methylcarbamoyl)oxy)propyl)carbamate